ClC1=CC=C(C=C1)[Se][Se]C1=CC=C(C=C1)Cl bis(p-chlorophenyl) diselenide